ClC1=C(C=CC=C1)N1C=2N(C3=C(C1=O)C=NC(=N3)NC3=C(C=C(C=C3)N3CCN(CC3)C)OC)C=CN2 6-(2-chlorophenyl)-2-{[2-methoxy-4-(4-methylpiperazin-1-yl)phenyl]amino}imidazo[1,2-a]pyrimido[5,4-e]pyrimidin-5(6H)-one